tertbutyl 5-(7-(3-(methoxymethoxy)naphthalen-1-yl)-2-(((S)-1-methylpyrrolidin-2-yl)methoxy)-5,6,7,8-tetrahydropyrido[3,4-d]pyrimidin-4-yl)-2,5-diazabicyclo[2.2.2]octane-2-carboxylate COCOC=1C=C(C2=CC=CC=C2C1)N1CC=2N=C(N=C(C2CC1)N1C2CN(C(C1)CC2)C(=O)OC(C)(C)C)OC[C@H]2N(CCC2)C